E-6-chloro-4-(pyrrolidin-1-ylmethyl)-1H-pyrazolo[3,4-b]pyridine ClC1=CC(=C2C(=N1)NN=C2)CN2CCCC2